C(C)(C)(C)OC(=O)N1CCC(CC1)N1N=C2C(=CC(=CC2=C1)C=1C=C(C=2N(C1)C=C(N2)C)C)F tert-butyl-4-[5-(2,8-dimethylimidazo[1,2-a]pyridin-6-yl)-7-fluoro-indazol-2-yl]piperidine-1-carboxylate